(S)-N-((S)-1-((S)-1-oxa-6-azaspiro[3.3]heptan-3-yl)pyrrolidin-3-yl)-4-(5-(5-fluoro-2-methoxypyridin-4-yl)-1H-pyrazole-3-carbonyl)-4-azaspiro[2.5]octane-7-carboxamide O1C[C@@H](C12CNC2)N2C[C@H](CC2)NC(=O)[C@H]2CCN(C1(CC1)C2)C(=O)C2=NNC(=C2)C2=CC(=NC=C2F)OC